(2-(dimethylamino)phenyl)-5-(4-(3-methyl-5-(trifluoromethyl)-1H-pyrazol-2-yl)benzyl)pyrrole CN(C1=C(C=CC=C1)C=1NC(=CC1)CC1=CC=C(C=C1)N1NC(=CC1C)C(F)(F)F)C